FC(OC=1C=C(C=CC1)CCC(=O)O)(F)F 3-(3-(trifluoromethoxy)phenyl)propanoic acid